FC1=C2C(N(C(=NC2=CC=C1F)[C@@H]1N(CCC1)C1CCOCC1)C1=CC=C(C=C1)OC)=O (R)-5,6-difluoro-3-(4-methoxyphenyl)-2-(1-(tetrahydro-2H-pyran-4-yl)pyrrolidin-2-yl)quinazolin-4(3H)-one